Tert-butyl 4-((1r,3r)-3-(1-(2,6-dioxopiperidin-3-yl)-3-methyl-2-oxo-2,3-dihydro-1H-benzo[d]imidazol-4-yl)cyclobutoxy)piperidine-1-carboxylate O=C1NC(CC[C@H]1N1C(N(C2=C1C=CC=C2C2CC(C2)OC2CCN(CC2)C(=O)OC(C)(C)C)C)=O)=O